5-(trifluoromethyl)phenol HCl salt Cl.FC(C=1C=CC=C(C1)O)(F)F